N-{2-[3-amino-4-(methoxymethyl)pyrrolidin-1-yl]-5,6,7,8-tetrahydroquinolin-6-yl}-7-ethyl-5-fluoro-7H-pyrrolo[2,3-c]pyridazine-3-carboxamide NC1CN(CC1COC)C1=NC=2CCC(CC2C=C1)NC(=O)C1=CC2=C(N=N1)N(C=C2F)CC